FC1=CC=C(C=C1)C=1C(C(C(=NC1)C)C(=O)N)=O 5-(4-fluorophenyl)-2-methyl-4-oxopyridine-3-carboxamide